4-((tert-butyldimethylsilyloxy)methyl)-3-(trifluoromethyl)aniline [Si](C)(C)(C(C)(C)C)OCC1=C(C=C(N)C=C1)C(F)(F)F